O[C@@H](C(=O)[O-])[C@H](\C=C\C1=CC=CC=C1)O (2R,3S,E)-2,3-dihydroxy-5-phenylpent-4-enoate